BrC=1C=C(C=CC1)S(=O)(=O)N1CC(C1)CO [1-(3-bromophenyl)sulfonylazetidin-3-yl]Methanol